1-(4-methyl-6-(methylamino)pyrimidin-2-yl)-3-(4-(trifluoromethoxy)phenyl)urea CC1=NC(=NC(=C1)NC)NC(=O)NC1=CC=C(C=C1)OC(F)(F)F